N-(5,6-difluoro-1H-indol-3-yl)-N'-{1-[(3-fluorophenyl)methyl]-1H-indazol-5-yl}ethanediamide FC=1C=C2C(=CNC2=CC1F)NC(C(=O)NC=1C=C2C=NN(C2=CC1)CC1=CC(=CC=C1)F)=O